Natrium Stearat C(CCCCCCCCCCCCCCCCC)(=O)[O-].[Na+]